3-(trans-4-(2-(5-(benzo[d]isothiazol-3-yl)-2,5-diazabicyclo[4.2.0]octane-2-yl)ethyl)cyclohexyl)-1,1-dimethylurea S1N=C(C2=C1C=CC=C2)N2CCN(C1CCC21)CC[C@@H]2CC[C@H](CC2)NC(N(C)C)=O